heroin HCl Cl.C1=CC(OC(=O)C)=C2C=3[C@@]45[C@@H](O2)[C@@H](OC(=O)C)C=C[C@H]4[C@@H](CC13)N(C)CC5